pentyl α-dimethylmethoxysilylpropionate C[Si](C(C(=O)OCCCCC)C)(OC)C